7-CHLORO-3-METHYL-1H-INDOLE-2-CARBALDEHYDE ClC=1C=CC=C2C(=C(NC12)C=O)C